2-chloro-3,4-dimethoxybenzoyl chloride ClC1=C(C(=O)Cl)C=CC(=C1OC)OC